methyl N-[5-[6-[(4-fluorophenyl)-methyl-carbamoyl]-8-methoxy-imidazo[1,2-a]pyridin-3-yl]-2-pyridyl]carbamate FC1=CC=C(C=C1)N(C(=O)C=1C=C(C=2N(C1)C(=CN2)C=2C=CC(=NC2)NC(OC)=O)OC)C